BrC=1C=C(C=C2C(N(C(C12)=O)C1C(NC(CC1)=O)=O)=O)CN(C1CCN(CC1)C=1C(=CC2=C(C(C=3NC4=CC(=CC=C4C3C2=O)C#N)(C)C)C1)CC)C 8-(4-(((7-bromo-2-(2,6-dioxopiperidin-3-yl)-1,3-dioxoisoindolin-5-yl)methyl)(methyl)amino)piperidin-1-yl)-9-ethyl-6,6-dimethyl-11-oxo-6,11-dihydro-5H-benzo[b]carbazole-3-carbonitrile